tert-butyl 4-[2-[6-[2-cyano-3-[[ethyl(methyl)sulfamoyl]amino]-6-fluoro-phenoxy]-4-oxo-quinazolin-3-yl]ethyl]piperidine-1-carboxylate C(#N)C1=C(OC=2C=C3C(N(C=NC3=CC2)CCC2CCN(CC2)C(=O)OC(C)(C)C)=O)C(=CC=C1NS(N(C)CC)(=O)=O)F